C1(=CC=CC2=CC=CC=C12)[C@@H](C)N1C(CCC1)=O (R)-N-(1-(naphthalen-1-yl)ethyl)pyrrolidone